BrC1=CC(=C(C=C1)NC(=O)C1=CC2=CC=CC=C2C=C1)C(N[C@H](C(=O)N1CCN(CC1)C(N)=N)CC1=CNC2=CC=CC=C12)=O (S)-N-(4-bromo-2-((1-(4-carbamimidoylpiperazin-1-yl)-3-(1H-indol-3-yl)-1-oxopropan-2-yl)carbamoyl)phenyl)-2-naphthamide